N-Methyl-Dopa CN[C@H](C(=O)O)CC1=CC=C(O)C(O)=C1